[6-(5-cyclopropyl-4H-1,2,4-triazol-3-yl)-2-azaspiro[3.3]heptan-2-yl]-[3-[4-[3-(difluoromethyl)cyclobutyl]phenyl]azetidin-1-yl]methanone C1(CC1)C=1NC(=NN1)C1CC2(CN(C2)C(=O)N2CC(C2)C2=CC=C(C=C2)C2CC(C2)C(F)F)C1